FC1=CC=C(C=C1)C1=CC(=NO1)C1=CC=CC=C1 5-(4-fluorophenyl)-3-phenylisoxazole